COC(C1=CN=C(C(=C1)[N+](=O)[O-])N1C(=CC(=C1)C(=C)C)C(=O)OC)=O 6-(2-(methoxycarbonyl)-4-(prop-1-en-2-yl)-1H-pyrrol-1-yl)-5-nitronicotinic acid methyl ester